6-((1-benzylpiperidin-4-yl)(methyl)amino)-5-methyl-N-(thiazol-4-yl)pyridine-3-sulfonamide C(C1=CC=CC=C1)N1CCC(CC1)N(C1=C(C=C(C=N1)S(=O)(=O)NC=1N=CSC1)C)C